(3S)-3-(5-methyl-3-pyridyl)isoxazolidine CC=1C=C(C=NC1)[C@H]1NOCC1